bis(p-sulfonylphenyl) phenylphosphonate dipotassium salt [K].[K].C1(=CC=CC=C1)P(OC1=CCC(C=C1)=S(=O)=O)(OC1=CCC(C=C1)=S(=O)=O)=O